tert-Butyl (S)-3-(4-(2-(aminooxy)-3-(benzhydryloxy)-3-oxopropoxy)benzimidamido)azetidine-1-carboxylate NO[C@@H](COC1=CC=C(C(NC2CN(C2)C(=O)OC(C)(C)C)=N)C=C1)C(=O)OC(C1=CC=CC=C1)C1=CC=CC=C1